2,3-dihydro-benzo[1,4]dioxine-6-carboxylic acid [2-(2-oxa-6-aza-spiro[3.5]non-6-yl)-benzooxazol-5-yl]-amide C1OCC12CN(CCC2)C=2OC1=C(N2)C=C(C=C1)NC(=O)C1=CC2=C(OCCO2)C=C1